2-methylbutanoyl 2-ethylhexanoyl peroxide C(C)C(C(=O)OOC(C(CC)C)=O)CCCC